tert-butyl (R)-3-((S)-3-(5-(aminomethyl)thiazol-2-yl)-1-(tert-butoxy)-1-oxopropan-2-yl)pyrrolidine-1-carboxylate NCC1=CN=C(S1)C[C@H](C(=O)OC(C)(C)C)[C@@H]1CN(CC1)C(=O)OC(C)(C)C